rac-(3R)-5-[7-methyl-6-[[4-methyl-6-(methylamino)pyrimidin-2-yl]amino]-2,3-dihydro-[1,4]dioxino[2,3-b]pyridin-8-yl]-2,3,4,7-tetrahydro-1H-azepin-3-ol CC=1C(=C2C(=NC1NC1=NC(=CC(=N1)C)NC)OCCO2)C=2C[C@H](CNCC2)O |r|